C(CCC)C1=C(C(=C(C(=N1)O)C(=O)N1C[C@H](CC1)C1=CC=CC=C1)O)C1=C(C(=CC=C1OC)F)OC 6-butyl-5-(3-fluoro-2,6-dimethoxyphenyl)-3-[(3R)-3-phenylpyrrolidine-1-carbonyl]pyridine-2,4-diol